C[C@]1(CCCN1C2=NN3C=CC=C3C(=N2)NC4=NNC(=C4)C5CC5)C(=O)NC6=CN=C(C=C6)F (S)-1-(4-(5-cyclopropyl-1H-pyrazol-3-ylamino)pyrrolo[1,2-f][1,2,4]triazin-2-yl)-N-(6-fluoropyridin-3-yl)-2-methylpyrrolidine-2-carboxamide